N-((1r,3r)-3-(6-((1-(6-(2-((2-(2,6-dioxopiperidin-3-yl)-1,3-dioxoisoindolin-4-yl)amino)acetamido)hexanoyl)piperidin-4-yl)amino)-9H-purin-9-yl)cyclobutyl)-6-methylpicolinamide O=C1NC(CC[C@H]1N1C(C2=CC=CC(=C2C1=O)NCC(=O)NCCCCCC(=O)N1CCC(CC1)NC1=C2N=CN(C2=NC=N1)C1CC(C1)NC(C1=NC(=CC=C1)C)=O)=O)=O